C(C)(C)(C)OC(=O)N1CCN(CC(C1)(F)F)C1=NC(=NC(=C1Cl)Cl)C1=C(N=CS1)Cl 4-[5,6-dichloro-2-(4-chlorothiazol-5-yl)pyrimidin-4-yl]-6,6-difluoro-1,4-diazepan-1-carboxylic acid tert-butyl ester